(6aR,8S)-2-methyl-5-(4-(trifluoromethyl)phenyl)-6,6a,7,8,9,10-hexahydro-5H-dipyrido[1,2-a:3',2'-e]pyrazine-8-carboxylic acid CC=1C=CC=2N(C[C@@H]3N(C2N1)CC[C@@H](C3)C(=O)O)C3=CC=C(C=C3)C(F)(F)F